tert-butyl (1R,5R)-6-(3-bromo-8-fluoro-7-(7-fluoro-8-((triisopropylsilyl)ethynyl)naphthalen-1-yl)-1,6-naphthyridin-4-yl)-2,6-diazabicyclo[3.2.0]heptane-2-carboxylate BrC=1C=NC2=C(C(=NC=C2C1N1[C@@H]2CCN([C@@H]2C1)C(=O)OC(C)(C)C)C1=CC=CC2=CC=C(C(=C12)C#C[Si](C(C)C)(C(C)C)C(C)C)F)F